(S)-4-(2-(3-(1-(4-methyl-4H-1,2,4-triazol-3-ylthio)ethyl)phenyl)-2H-1,2,3-triazol-4-yl)benzonitrile CN1C(=NN=C1)S[C@@H](C)C=1C=C(C=CC1)N1N=CC(=N1)C1=CC=C(C#N)C=C1